tert-butyl N-[6-chloro-3-[[1-[(4-methoxy-3-nitro-phenyl)methoxymethyl]cyclopropyl]carbamoyl]imidazo[1,2-b]pyridazin-8-yl]-N-methyl-carbamate ClC=1C=C(C=2N(N1)C(=CN2)C(NC2(CC2)COCC2=CC(=C(C=C2)OC)[N+](=O)[O-])=O)N(C(OC(C)(C)C)=O)C